FC1=C(N=CC2=C1N=C(N=C2N2CCSCCC2)OCC21CCCN1CCC2)C2=CC=CC1=CC=CC(=C21)F 4-(8-fluoro-7-(8-fluoronaphthalen-1-yl)-2-((hexahydro-1H-pyrrolizin-7a-yl)methoxy)pyrido[4,3-d]pyrimidin-4-yl)-1,4-thiazepane